5-vinyl-4H-isoxazol C(=C)C1CC=NO1